C(CCC)O[Ti](OCCCC)(OCCCC)OCCCC.[Ti] titanium tetra-n-butoxytitanium